N[C@@H](C)C(=O)O E-alanine